(6-((cyclopropanecarbonyl) oxy) naphthalen-2-yl) methyl oxalate C(C(=O)OC)(=O)OC1=CC2=CC=C(C=C2C=C1)OC(=O)C1CC1